COC1=NC=CC(=C1)NC1=C(C(=NN1)C1=CC=C(C=C1)NC(=O)N1CC(CC1)C1=CC=CC=C1)C(=O)N 5-((2-methoxypyridin-4-yl)amino)-3-(4-(3-phenylpyrrolidine-1-carboxamido)phenyl)-1H-pyrazole-4-carboxamide